C1(CC1)N1C(C=2N(CC1)C1=C(C2C2=CC(=C(C#N)C=C2)[18F])N=CC=C1)=O 4-(8-Cyclopropyl-9-oxo-6,7,8,9-tetrahydropyrido[2',3':4,5]pyrrolo[1,2-a]pyrazin-10-yl)-2-[18F]fluorobenzonitrile